(S)-1-(3-chloro-4-fluorophenyl)ethan-1-amine ClC=1C=C(C=CC1F)[C@H](C)N